6-[4-(8,10-dioxo-3-azaspiro[5.5]undecan-9-yl)-3-ethyl-5-methyl-phenyl]pyridine-3-carbonitrile, dihydrochloride Cl.Cl.O=C1CC2(CCNCC2)CC(C1C1=C(C=C(C=C1C)C1=CC=C(C=N1)C#N)CC)=O